5-(4-fluorophenyl)isoxazole FC1=CC=C(C=C1)C1=CC=NO1